C(C1=CC=CC=C1)OC(=O)N1CCC2(CC(CO2)N=[N+]=[N-])CC1 3-azido-1-oxa-8-azaspiro[4.5]decane-8-carboxylic acid benzyl ester